6-(hydrazinecarbonyl)-N-(6-methoxy-1-methylindazol-7-yl)pyridine-3-sulfonamide N(N)C(=O)C1=CC=C(C=N1)S(=O)(=O)NC=1C(=CC=C2C=NN(C12)C)OC